tert-butyl 3-amino-6-[tert-butoxycarbonyl(methyl)amino]hexanoate NC(CC(=O)OC(C)(C)C)CCCN(C)C(=O)OC(C)(C)C